N4-(3-chloro-4-((3-fluorobenzyl)oxy)phenyl)-7-(((1R,5S,6s)-3-methyl-3-azabicyclo[3.1.0]hexan-6-yl)ethynyl)-quinazoline-4,6-diamine ClC=1C=C(C=CC1OCC1=CC(=CC=C1)F)NC1=NC=NC2=CC(=C(C=C12)N)C#CC1[C@@H]2CN(C[C@H]12)C